7-fluoro-2-methyl-3-propan-2-ylbenzimidazol FC1=CC=CC2=C1N=C(N2C(C)C)C